O=C1N(CCNC1)CC(=O)N1C(CCC1)C(=O)N 1-[2-(2-oxopiperazin-1-yl)acetyl]pyrrolidine-2-carboxamide